C(C)C1=CC=C(C=C1)/C=C/C=C/C(CC(=O)C1=CC=CC=C1)C1=CC=C(C=C1)OC (4E,6E)-7-(4-Ethylphenyl)-3-(4-methoxyphenyl)-1-phenylhepta-4,6-dien-1-one